N-(2,4-dimethoxybenzyl)-2-methyltetrahydro-2H-pyran-4-amine COC1=C(CNC2CC(OCC2)C)C=CC(=C1)OC